C1(CC1)N1[C@H](CN(CC1)C1CCN(CC1)C1=C(C=C(C(=C1)OC)NC1=NC=NC(=C1)N1OCC[C@@H]1CC=1C=NC=CC1)NC(C=C)=O)C N-(2-(4-((S)-4-cyclopropyl-3-methylpiperazine-1-yl)piperidine-1-yl)-4-methoxy-5-((6-((S)-3-(pyridine-3-ylmethyl)isoxazolidine-2-yl)pyrimidine-4-yl)amino)phenyl)acrylamide